FC(OC1=CC=C(C=C1)C1=CN=C2N1C=CN=C2NC2=CC(=C(C(=O)NC)C=C2)C(C)C)F 4-[[3-[4-(difluoromethoxy)phenyl]imidazo[1,2-a]pyrazin-8-yl]amino]-2-isopropyl-N-methyl-benzamide